3-amino-N-[(6R)-2-[(3R,4R)-3-amino-4-(methoxymethyl)pyrrolidin-1-yl]-3-fluoro-5,6,7,8-tetrahydroquinolin-6-yl]-6-methylthieno[2,3-b]pyridine-2-carboxamide NC1=C(SC2=NC(=CC=C21)C)C(=O)N[C@H]2CC=1C=C(C(=NC1CC2)N2C[C@@H]([C@@H](C2)COC)N)F